CC=1C=2N(C=C(N1)C)N=C(C2)C=2N=C1N(C(C2)=O)C=C(C=C1)N1C[C@H](NCC1)C 2-(4,6-dimethylpyrazolo[1,5-a]pyrazin-2-yl)-7-[(3R)-3-methylpiperazin-1-yl]-4H-pyrido[1,2-a]pyrimidin-4-one